1-methyl-7-(1-methyl-1H-pyrazol-4-yl)-1,2,3,4-tetrahydroquinoxaline-6-carbaldehyde CN1CCNC2=CC(=C(C=C12)C=1C=NN(C1)C)C=O